(R)-5-fluoro-3-(1-(3-(4-(2-hydroxyethyl)pyrimidin-2-yl)imidazo[1,2-b]pyridazin-6-yl)pyrrolidin-2-yl)pyridin-2(1H)-one FC=1C=C(C(NC1)=O)[C@@H]1N(CCC1)C=1C=CC=2N(N1)C(=CN2)C2=NC=CC(=N2)CCO